(S)-1'-(6-((2-amino-3-chloropyridin-4-yl)thio)pyrido[2,3-b]pyrazin-2-yl)-6-methoxy-1,3-dihydrospiro[indene-2,4'-piperidin]-1-amine NC1=NC=CC(=C1Cl)SC=1C=CC=2C(=NC=C(N2)N2CCC3(CC2)[C@@H](C2=CC(=CC=C2C3)OC)N)N1